5-(2-Fluoro-phenyl)-1H-pyrazole-3-carboxylic acid {2-oxo-2-[4-(3-trifluoromethyl-phenoxy)-piperidin-1-yl]-ethyl}-amide O=C(CNC(=O)C1=NNC(=C1)C1=C(C=CC=C1)F)N1CCC(CC1)OC1=CC(=CC=C1)C(F)(F)F